[Br-].C(C(=C)C)(=O)OCC[N+](C)(C)C 2-methacryloxyethyl-trimethylammonium bromide